FC1=NC(=CC=C1OC)N1CCC(CC1)(C)OC 2-fluoro-3-methoxy-6-(4-methoxy-4-methylpiperidin-1-yl)pyridine